C1(CC1)NC=1C2=C(N=C(N1)CO)N(C(C2(C)C)=O)C=2C=NC(=CC2)N2C[C@@H](O[C@@H](C2)C)C 4-(Cyclopropylamino)-7-(6-((2S,6R)-2,6-dimethylmorpholino)pyridin-3-yl)-2-(hydroxymethyl)-5,5-dimethyl-5,7-dihydro-6H-pyrrolo[2,3-d]pyrimidin-6-one